2,6-dimethylphenylaluminum CC1=C(C(=CC=C1)C)[Al]